(R)-N-(2-(4-cyanothiazolidin-3-yl)-2-oxoethyl)-6-(2,2-dimethyl-3-oxomorpholino)-quinoline-4-carboxamide C(#N)[C@H]1N(CSC1)C(CNC(=O)C1=CC=NC2=CC=C(C=C12)N1C(C(OCC1)(C)C)=O)=O